ClC=1C=C(C(=O)N(C)C(C)C=2C(=NC=CN2)C(=O)OCCN(CC)CC)C=C(C1)C(F)(F)F 2-(diethylamino)ethyl 3-(1-(3-chloro-N-methyl-5-(trifluoromethyl)benzamido)ethyl)pyrazine-2-carboxylate